FC=1C=C(C=CC1N1CCC(CC1)N1CCCC1)C1(NNC(=N1)N)N 3-(3-fluoro-4-(4-pyrrolidin-1-ylpiperidinyl)phenyl)-1H-1,2,4-triazole-3,5-diamine